2-[(2-methylpropyl)amino]acetic acid hydrochloride Cl.CC(CNCC(=O)O)C